Methyl-2,4-dimethylbenzoyldiphenylphosphinat CC=1C(=C(C=CC1)P([O-])(=O)C1=CC=CC=C1)C(C1=C(C=C(C=C1)C)C)=O